NC(C(C)N1C(C(=CC=C1)COC=1C=CC2=C(C=C(O2)C)C1)O)=O N-(1-amino-1-oxopropan-2-yl)-5-((2-hydroxypyridin-3-yl)methoxy)-2-methylbenzofuran